methyl ((4-(tert-butyl)phenyl)sulfonyl)carbamate C(C)(C)(C)C1=CC=C(C=C1)S(=O)(=O)NC(OC)=O